Tetra-Methyl-Ammonium Hydroxide [OH-].C[N+](C)(C)C